cis-3-(fluoromethyl)-N-(3-(5-fluoropyridin-3-yl)-4-methylphenyl)-6-azabicyclo[3.1.1]heptane-6-carboxamide FCC1CC2N(C(C1)C2)C(=O)NC2=CC(=C(C=C2)C)C=2C=NC=C(C2)F